N-butylbicyclo[2.2.1]Hept-5-ene-2,3-dicarboximide C(CCC)N1C(=O)C2C3C=CC(C2C1=O)C3